CN1CCC(CC1)NC1=CC=C2CCN(CC2=C1)C(=O)OC(C)(C)C tert-Butyl 7-((1-methylpiperidin-4-yl) amino)-3,4-dihydroisoquinoline-2(1H)-carboxylate